2-bromo-1-(4-fluorophenyl)-5-(methoxymethoxy)indole-3-carbonitrile BrC=1N(C2=CC=C(C=C2C1C#N)OCOC)C1=CC=C(C=C1)F